OCCN(C(=O)CCCCCCCCC)CCO N,N-bis(2-hydroxyethyl)capramide